FC=1C=C(C=C(C1)C(F)(F)F)N=C=O 3-fluoro-5-(trifluoromethyl)phenyl isocyanate